BrC1=CC=2N(C=C1)N=C(C2)NC(C(F)(F)F)=O N-(5-bromopyrazolo[1,5-a]pyridin-2-yl)-2,2,2-trifluoroacetamide